C(C)(C)(C)C1=CC=C(C=C1)N1C2=CC=CC=C2C=2C=CC(=CC12)O 9-(4-(tert-butyl)phenyl)9H-carbazol-2-ol